C1(=CC=CC=C1)OCC(CC(CCCCCCCC)N)N 2,4-diaminododecyl phenyl ether